BrC=1C=NN(C1)[C@@H]1[C@@H](CCCC1)NC(=O)[C@H]1N(C[C@@H](C1)O)C([C@H](C(C)(C)C)N1N=NC(=C1)C1CC1)=O (2S,4r)-N-[(1r,2S)-2-(4-bromopyrazol-1-yl)cyclohexyl]-1-[(2S)-2-(4-cyclopropyltriazol-1-yl)-3,3-dimethyl-butyryl]-4-hydroxy-pyrrolidine-2-carboxamide